C(CCC)[C@]1(CS(C2=C(N(C1)C1=CC=C(C=C1)F)C=C(C(=C2)OCC(C(=O)O)(C)C)SC)(=O)=O)CC (R)-3-((3-butyl-3-ethyl-5-(4-fluorophenyl)-7-(methylsulfanyl)-1,1-dioxo-2,3,4,5-tetrahydro-1,5-benzothiazepin-8-yl)oxy)-2,2-dimethylpropionic acid